C1CCC2=CC(=CC=C12)N1C(=N[N-]C1=S)C1=NC2=CC=CC=C2C=C1.[Na+] Sodium 4-(2,3-dihydro-1H-inden-5-yl)-3-(quinolin-2-yl)-5-thioxo-4,5-dihydro-1,2,4-triazol-1-ide